FC(CCC(=O)[O-])F.[Li+] Lithium 4,4-difluorobutyrate